NC1=CC=C2N=C3C=CC(=CC3=CC2=C1)CC1=CC=C(C=C1)NC1=CC=C(C=C1)N N-[4-(7-amino-acridin-2-ylmethyl)-phenyl]-benzene-1,4-diamine